(R)-1-(1-(phenyl-d5)ethyl)-1H-imidazole-5-carboxylic acid ethyl ester C(C)OC(=O)C1=CN=CN1[C@H](C)C1=C(C(=C(C(=C1[2H])[2H])[2H])[2H])[2H]